O1CCOC12CCC(CC2)CCC(=O)OCC ethyl 3-(1,4-dioxaspiro[4.5]decan-8-yl)propanoate